CN(C(=O)C1=NC=C(C=C1)NCC#CC=1N(C2=CC=CC(=C2C1)NC1CCN(CC1)C)CC(F)(F)F)C N,N-dimethyl-5-[(3-{4-[(1-methylpiperidin-4-yl)amino]-1-(2,2,2-trifluoroethyl)-1H-indol-2-yl}prop-2-yn-1-yl)amino]pyridine-2-carboxamide